COC(=O)C1=NN(C(C=C1N=[N+]=[N-])=O)C=1C=NN(C1)C 4-azido-1-(1-methylpyrazol-4-yl)-6-oxo-pyridazine-3-carboxylic acid methyl ester